FC(C1=CC=C(C=C1)N1CC(CC2=CC=CC=C12)NCCC#N)(F)F 3-((1-(4-(trifluoromethyl)phenyl)-1,2,3,4-tetrahydroquinolin-3-yl)amino)propionitrile